(4-(1H-pyrazol-4-yl)phenyl)-3H-spiro[benzofuran-2,3'-pyrrolidin]-2'-one N1N=CC(=C1)C1=CC=C(C=C1)N1C(C2(CC1)OC1=C(C2)C=CC=C1)=O